N-[1-(5-bromopyrimidin-2-yl)cyclobutyl]-2-methylpropan-2-sulfinamide BrC=1C=NC(=NC1)C1(CCC1)NS(=O)C(C)(C)C